(tert-butoxycarbonyl)-L-histidine C(C)(C)(C)OC(=O)N[C@@H](CC1=CNC=N1)C(=O)O